5-acetyl-4-oxo-1-(2,2,3,3-tetrafluoro-1,4-benzodioxin-6-yl)cinnoline-3-carboxylic acid C(C)(=O)C1=C2C(C(=NN(C2=CC=C1)C1=CC2=C(OC(C(O2)(F)F)(F)F)C=C1)C(=O)O)=O